ClC(CC)(F)F 1-chloro-1,1-difluoropropane